1,5-pentanediol dimethaCrylate C(C(=C)C)(=O)OCCCCCOC(C(=C)C)=O